C(=O)=C1CNCCN1 3-carbonyl-piperazine